C(C)(C)(C)C1=C(C(=CC(=C1)C(C)(C)C)C(C)(C)C)S 2,4,6-tri-t-butylbenzenethiol